methyl 4-amino-6-chloro-5-nitropyridine-3-carboxylate NC1=C(C=NC(=C1[N+](=O)[O-])Cl)C(=O)OC